(2S,3R,4R,5S)-1-(2-fluorophenethyl)-2-methylpiperidine-3,4,5-triol FC1=C(CCN2[C@H]([C@H]([C@@H]([C@H](C2)O)O)O)C)C=CC=C1